(6-(pyrrolidin-1-yl)pyridin-3-yl)methanamine N1(CCCC1)C1=CC=C(C=N1)CN